(S)-TERT-BUTYL 5-(((1R,2R)-2-(ALLYL(METHYL)CARBAMOYL)CYCLOBUTYL)METHYL)-6'-CHLORO-3',4,4',5-TETRAHYDRO-2H,2'H-SPIRO[BENZO[B][1,4]OXAZEPINE-3,1'-NAPHTHALENE]-7-CARBOXYLATE C(C=C)N(C(=O)[C@H]1[C@@H](CC1)CN1C2=C(OC[C@]3(CCCC4=CC(=CC=C34)Cl)C1)C=CC(=C2)C(=O)OC(C)(C)C)C